COC=1C(=C2C=CN(C2=C(C1)C)C(=O)O)CN1[C@@H](CC(CC1)C=1SC(=CC1)Cl)C1=CC=C(C=C1)C(=O)OC (S)-5-methoxy-4-((2-(4-(methoxycarbonyl)phenyl)-4-(5-chlorothiophen-2-yl)piperidin-1-yl)methyl)-7-methyl-1H-indole-1-carboxylic acid